2-(3-morpholino-5-(trifluoromethyl)phenyl)-1H-benz[d]imidazol-5-amine O1CCN(CC1)C=1C=C(C=C(C1)C(F)(F)F)C1=NC2=C(N1)C=CC(=C2)N